C12(CC3CC(CC(C1)C3)C2)NCCC2=CC=C(C(=O)NC=3C=CC1=C(C(=CO1)C1C(NC(CC1)=O)=O)C3)C=C2 4-(2-((adamantan-1-yl)amino)ethyl)-N-(3-(2,6-dioxopiperidin-3-yl)benzofuran-5-yl)benzamide